methacryloxymethyl-bis(trimethylsiloxy)methylsilane C(C(=C)C)(=O)OC[SiH2]C(O[Si](C)(C)C)O[Si](C)(C)C